2-(4-bromo-6-cyclopropyl-5-fluoro-1-oxophthalazin-2(1H)-yl)acetic acid BrC1=NN(C(C2=CC=C(C(=C12)F)C1CC1)=O)CC(=O)O